1-cyclopropyl-3-methoxy-3,5-dimethyl-8-[[(1R)-1-[3-(1,1-difluoro-2-hydroxy-2-methyl-propyl)phenyl]ethyl]amino]pyrrolo[2,3-g]phthalazin-2-one C1(CC1)N1C(C(C=2C1=CC=1C(=NN=C(C1C2)C)N[C@H](C)C2=CC(=CC=C2)C(C(C)(C)O)(F)F)(C)OC)=O